Bis(8-oxo-8-(pentadecan-7-yloxy)octyl) 2-(((2-(dimethylamino)ethoxy)carbonyl)oxy)succinate CN(CCOC(=O)OC(C(=O)OCCCCCCCC(OC(CCCCCC)CCCCCCCC)=O)CC(=O)OCCCCCCCC(OC(CCCCCC)CCCCCCCC)=O)C